methyl alpha-glucopyranoside (methyl alpha-glucopyranoside) C[C@@]1(O)[C@H](O)[C@@H](O)[C@H](O)[C@H](O1)CO.O([C@@H]1[C@H](O)[C@@H](O)[C@H](O)[C@H](O1)CO)C